N-(4,4-diphenyl-3-butenyl)nipecotic acid C1(=CC=CC=C1)C(=CCCN1CC(C(=O)O)CCC1)C1=CC=CC=C1